C1(CC1)C1=CC=C2[C@H](CCOC2=C1)CNC=1C=NC=CC1C(=O)O 3-({[(4S)-7-cyclopropyl-3,4-dihydro-2H-chromen-4-yl]methyl}amino)pyridine-4-carboxylic acid